N,N-bis-(3-aminopropyl)methyl-ammonium NCCC[NH+](CCCN)C